NC=1N=C2N(C=C(C=C2)C=2C(=C3C(=NC2)N(C=C3)C)C)C1C(=O)[C@H]1[C@H](C1)F (2-amino-6-(1,4-dimethyl-1H-pyrrolo[2,3-b]pyridin-5-yl)imidazo[1,2-a]pyridin-3-yl)((1S,2S)-2-fluorocyclopropyl)methanone